(S)-9-(5-(difluoromethyl)-1,3,4-thiadiazol-2-yl)-5-(3-hydroxypiperidin-1-yl)-N-(1-methylcyclopropyl)-9H-benzo[d]imidazo[1,2-a]imidazole-7-sulfonamide FC(C1=NN=C(S1)N1C=2N(C3=C1C=C(C=C3N3C[C@H](CCC3)O)S(=O)(=O)NC3(CC3)C)C=CN2)F